NC1=C(C=C(C(=C1)C)Cl)S(=O)(=O)[O-] 2-amino-4-methyl-5-chlorobenzenesulfonic acid anion